O=C1NC(CCC1N(C(C1=CC=C(C=C1)OCCCCCO)=O)CC)=O N-(2,6-dioxopiperidin-3-yl)-N-ethyl-4-(5-hydroxypentyloxy)benzamide